2,5-dimethoxy-4-(1,4,5-trimethyl-6-oxo-1,6-dihydropyridin-3-yl)benzaldehyde COC1=C(C=O)C=C(C(=C1)C1=CN(C(C(=C1C)C)=O)C)OC